COC1=C(C=CC=C1)C1CCCC=2N=C3N(C=C(C=C3)C=3C=NC(=NC3)C(C)(C)O)C21 2-(5-(9-(2-Methoxyphenyl)-6,7,8,9-tetrahydrobenzo[4,5]imidazo[1,2-a]pyridin-2-yl)pyrimidin-2-yl)propan-2-ol